(R)-2-methylene-4-(octan-2-yloxy)-4-oxobutanoic acid C=C(C(=O)O)CC(=O)O[C@H](C)CCCCCC